NCCNCCC[Si](OC)(OC)OC N-(2-aminoethyl)-aminopropyltrimethoxysilane